CN1N=CC(=C1CC1CC2(CN(C2)C(=O)N2C[C@@H]3[C@@H](OCC(N3)=O)CC2)C1)C(F)(F)F (4aR,8aS)-6-[6-[[2-methyl-4-(trifluoromethyl)pyrazol-3-yl]methyl]-2-azaspiro[3.3]heptane-2-carbonyl]-4,4a,5,7,8,8a-hexahydropyrido[4,3-b][1,4]oxazin-3-one